C1(CCCCC1)C(COCC)(COCC)CC[Si](C1=CC=CC=C1)(C)C 2-cyclohexyl-2-(2-dimethylphenylsilylethyl)-1,3-diethoxypropane